(S)-2-(8-(hexyloxycarbonylamino)dibenzo[b,d]furan-3-sulfonamido)-3-methyl-butanoic acid C(CCCCC)OC(=O)NC=1C=CC2=C(C3=C(O2)C=C(C=C3)S(=O)(=O)N[C@H](C(=O)O)C(C)C)C1